Benzyl 2-(4-(benzyloxy)-4-oxobutyl)-4-methoxybenzoate C(C1=CC=CC=C1)OC(CCCC1=C(C(=O)OCC2=CC=CC=C2)C=CC(=C1)OC)=O